(1R,2S)-N-(7-methoxy-4-(1-methyl-3-phenyl-1H-pyrazol-4-yl)quinazolin-6-yl)-2-methylcyclopropane-1-carboxamide COC1=C(C=C2C(=NC=NC2=C1)C=1C(=NN(C1)C)C1=CC=CC=C1)NC(=O)[C@H]1[C@H](C1)C